ClC=1C=C(OC2CCC(CC2)NC(=O)C2(CC2)C(=O)O)C=CC1C#N (1r,4r)-1-((4-(3-chloro-4-cyanophenoxy)cyclohexyl)carbamoyl)cyclopropane-1-carboxylic acid